COC=1C(N(C2=CC=CC=C2C1)C)C1=CC=C(C=C1)OCCCN1C(CCC1)COC 3-methoxy-2-(4-(3-(2-(methoxymethyl)pyrrolidin-1-yl)propoxy)phenyl)-1-methylquinolin